(5R)-3-((6-aminopyridazin-3-yl)methyl)-2-oxo-5-(trifluoromethyl)piperidine-3-carboxylic acid NC1=CC=C(N=N1)CC1(C(NC[C@@H](C1)C(F)(F)F)=O)C(=O)O